FC1=CC=C(C=C1)[C@@H]1N(CCC2=CC=CC=C12)C(=O)N(C)[C@@H]1C[C@H](C1)N(C(OC(C)(C)C)=O)C tert-butyl (trans-3-((S)-1-(4-fluorophenyl)-N-methyl-1,2,3,4-tetrahydroisoquinoline-2-carboxamido)cyclobutyl)(methyl)carbamate